(S)-pentenyl-alanine ethyl-1-(methyl-d3)-1H-imidazole-2-carboxylate C(C)C=1N=C(N(C1)C([2H])([2H])[2H])C(=O)O.C(=CCCC)N[C@@H](C)C(=O)O